2-(3-(tert-Butoxycarbonyl)-1H-pyrrol-1-yl)-2-methylpropanoic acid C(C)(C)(C)OC(=O)C1=CN(C=C1)C(C(=O)O)(C)C